(+/-)-3-{[cis-4-(4-methoxyphenyl)piperidin-3-yl]methoxy}-benzonitrile COC1=CC=C(C=C1)[C@@H]1[C@@H](CNCC1)COC=1C=C(C#N)C=CC1 |r|